(S)-2-[2-(hydroxymethyl)-1-pyrrolidinyl]-4-[(3-chloro-4-methoxybenzyl)amino]-5-[N-(2-pyrimidinylmethyl)carbamoyl]pyrimidine OC[C@H]1N(CCC1)C1=NC=C(C(=N1)NCC1=CC(=C(C=C1)OC)Cl)C(NCC1=NC=CC=N1)=O